FC=1C(=C(C=CC1F)[C@H]1[C@H](O[C@]([C@@H]1C)(C(F)(F)F)C)C(=O)NC1=CC(=[N+](C=C1)[O-])C(=O)N)O 4-[[(2S,3S,4R,5R)-3-(3,4-Difluoro-2-hydroxy-phenyl)-4,5-dimethyl-5-(trifluoromethyl)tetrahydrofuran-2-carbonyl]amino]-1-oxido-pyridin-1-ium-2-carboxamid